(3S)-2-(2-(3-Acetyl-5-(2-methylpyrimidin-5-yl)-1H-indazol-1-yl)acetyl)-5-(aminomethyl)-N-(6-bromopyridin-2-yl)-2-azabicyclo[3.1.0]hexane-3-carboxamide C(C)(=O)C1=NN(C2=CC=C(C=C12)C=1C=NC(=NC1)C)CC(=O)N1C2CC2(C[C@H]1C(=O)NC1=NC(=CC=C1)Br)CN